OC(O)(O)P=O tri-hydroxymethyl-phosphorus oxide